N1(CCNCC1)C1=CC=C(CC=2C(NC3=CC=CC=C3C2)=O)C=C1 3-(4-(piperazin-1-yl)benzyl)quinolin-2(1H)-one